butyl (S)-(3-(1-(4-fluorophenyl)-N-methyl-1,2,3,4-tetrahydroisoquinoline-2-carboxamido)bicyclo[1.1.1]pentan-1-yl)carbamate FC1=CC=C(C=C1)[C@@H]1N(CCC2=CC=CC=C12)C(=O)N(C)C12CC(C1)(C2)NC(OCCCC)=O